2-[3-cyclopropyl-5-(trifluoromethyl)pyrazol-1-yl]ethenone C1(CC1)C1=NN(C(=C1)C(F)(F)F)C=C=O